C(C1=CC=CC=C1)N(C1=C(C(=CC(=C1)Br)C)[N+](=O)[O-])C N-benzyl-5-bromo-N,3-dimethyl-2-nitroaniline